C(C)(C)N1C(N(C=2N=NC=3C=CC(=CC3C21)C=2C=NC(=CC2)[C@@H](C)OCCN2C[C@@H](CC2)S(=O)(=O)C)C)=O 1-isopropyl-3-methyl-8-(6-((R)-1-(2-((R)-3-(methylsulfonyl)pyrrolidin-1-yl)ethoxy)ethyl)pyridin-3-yl)-1H-imidazo[4,5-c]cinnolin-2(3H)-one